N[C@H]1CS(C2=C(N(C1=O)CC1=CC=C(C=C1)Cl)C=C(C(=C2)F)C=2OC(=NN2)CC(C)C)(=O)=O (3R)-3-amino-5-[(4-chlorophenyl)methyl]-8-fluoro-7-(5-isobutyl-1,3,4-oxadiazol-2-yl)-1,1-dioxo-2,3-dihydro-1λ6,5-benzothiazepin-4-one